5-{[2-(1,3-Dihydro-2H-isoindol-2-yl)-2-oxoethyl]sulfanyl}thiophene-2-carbaldehyde C1N(CC2=CC=CC=C12)C(CSC1=CC=C(S1)C=O)=O